NC=1C=C(C=C(C1)C(F)(F)F)[C@@H](C)NC=1C2=C(N=C(N1)N(C)CCN(C)C)C=NC(=C2)N2CCCC2 (R)-N4-(1-(3-amino-5-(trifluoromethyl)phenyl)ethyl)-N2-(2-(dimethylamino)ethyl)-N2-methyl-6-(pyrrolidin-1-yl)pyrido[3,4-d]pyrimidine-2,4-diamine